N-(5-chloro-2-((2-methoxy-6-(4-(4-methylpiperazin-1-yl)piperidin-1-yl)pyridin-3-yl)amino)pyrimidin-4-yl)-N-(4-(methylsulfonamido)benzo[d]thiazol-5-yl)methanesulfonamide ClC=1C(=NC(=NC1)NC=1C(=NC(=CC1)N1CCC(CC1)N1CCN(CC1)C)OC)N(S(=O)(=O)C)C=1C=CC2=C(N=CS2)C1NS(=O)(=O)C